4-((1-(cyclopropylcarbamoyl)indolin-5-yl)oxy)-7-methoxyquinoline-6-carboxamide C1(CC1)NC(=O)N1CCC2=CC(=CC=C12)OC1=CC=NC2=CC(=C(C=C12)C(=O)N)OC